3-(2-hydroxyethoxy)benzamide OCCOC=1C=C(C(=O)N)C=CC1